2-(tert-butylamino)-1-[4-hydroxy-3-(hydroxymethyl)phenyl]ethanone C(C)(C)(C)NCC(=O)C1=CC(=C(C=C1)O)CO